6-(morpholine-4-carbonyl)-4-(pyrazin-2-yl)quinoline-2-carbaldehyde N1(CCOCC1)C(=O)C=1C=C2C(=CC(=NC2=CC1)C=O)C1=NC=CN=C1